7-fluoro-4-(2-methoxy-4-piperazin-1-yl-phenyl)-N,N-dimethyl-6-[1-[3-(triazol-1-yl)propanoyl]-3,6-dihydro-2H-pyridin-5-yl]-1H-indole-2-carboxamide FC=1C(=CC(=C2C=C(NC12)C(=O)N(C)C)C1=C(C=C(C=C1)N1CCNCC1)OC)C1=CCCN(C1)C(CCN1N=NC=C1)=O